(S)-benzyl 3-(6-acetamido-2-aminohexanamido)propanoate C(C)(=O)NCCCC[C@@H](C(=O)NCCC(=O)OCC1=CC=CC=C1)N